1-(4-bromophenyl)-3-ethoxy-1,3-dioxopropan-2-yl-(1S,2S)-2-fluorocyclopropane-1-carboxylic acid ethyl ester C(C)OC(=O)[C@@]1([C@H](C1)F)C(C(=O)C1=CC=C(C=C1)Br)C(=O)OCC